BrC1=C(C=C(NC2=NC=C(C(=N2)N[C@@H]2COCC[C@H]2C#N)C)C=C1F)CO[Si](C)(C)C(C)(C)C (trans)-3-[[2-[4-bromo-3-[[tert-butyl(dimethyl)silyl]oxymethyl]-5-fluoro-anilino]-5-methyl-pyrimidin-4-yl]amino]tetrahydropyran-4-carbonitrile